ClC1=CC=C(O1)C1C(=NN(C1(C(=O)NCC1CN2[C@@H](COCC2)CO1)C)C1=C(C=C(C=C1)F)F)C1=C(C=C(C=C1)F)F 4-(5-chlorofuran-2-yl)-1,3-bis(2,4-difluorophenyl)-N-(((9aS)-hexahydro-1H-[1,4]oxazino[3,4-c][1,4]oxazin-3-yl)methyl)-5-methyl-4,5-dihydro-1H-pyrazole-5-carboxamide